2-(2-formyl-4-methoxyphenyl)-5-hydroxy-1-benzofuran-3-carboxylic acid C(=O)C1=C(C=CC(=C1)OC)C=1OC2=C(C1C(=O)O)C=C(C=C2)O